C1(CC1)C=1C=C(C=CC1C)C=1NC(C=2N(C1)N=C(C2)C(=O)O)=O 6-(3-Cyclopropyl-4-methylphenyl)-4-oxo-4,5-dihydropyrazolo[1,5-a]pyrazine-2-carboxylic acid